NC1=NC=C(C2=C1C=NN2C2OCCCC2)NC(=O)C(=O)N([C@H](C)C2=NC=C(C=C2)C(F)(F)F)C N-(4-amino-1-tetrahydropyran-2-yl-pyrazolo[4,3-c]pyridin-7-yl)-N'-methyl-N'-[(1R)-1-[5-(trifluoromethyl)-2-pyridyl]ethyl]oxamide